tert-butyl ((1r,3r)-3-(4-(2-(4-(pyrimidin-5-yloxy)phenyl)propan-2-yl)phenoxy)cyclobutyl)carbamate N1=CN=CC(=C1)OC1=CC=C(C=C1)C(C)(C)C1=CC=C(OC2CC(C2)NC(OC(C)(C)C)=O)C=C1